C(=CC(CCCCCCCCCC(CCC)O)O)O 1,3,13-hexadecenetriol